23-(oxetan-3-yl)tricosa-22-enoic acid O1CC(C1)C=CCCCCCCCCCCCCCCCCCCCCC(=O)O